FC1=C(C(=O)N)C=C(C(=C1)NC1=NC=C2N(C(N(C2=N1)C1C2CC(CC1CC2)O)=O)C)C 2-fluoro-4-((9-(3-hydroxybicyclo[3.2.1]oct-8-yl)-7-methyl-8-oxo-8,9-dihydro-7H-purin-2-yl)amino)-5-methylbenzamide